6-[8-[3-(Methylamino)propionyl]-3,8-diazabicyclo[3.2.1]oct-3-yl]pyridine-3-carbonitrile CNCCC(=O)N1C2CN(CC1CC2)C2=CC=C(C=N2)C#N